tert-butyl (2S,6R)-2,6-dimethyl-4-(6-(5-(trifluoromethyl)-pyrazolo[1,5-a]pyridin-3-yl)pyridin-2-yl)piperazine-1-carboxylate C[C@@H]1N([C@@H](CN(C1)C1=NC(=CC=C1)C=1C=NN2C1C=C(C=C2)C(F)(F)F)C)C(=O)OC(C)(C)C